N-stearoyl-N-methyltaurinate C(CCCCCCCCCCCCCCCCC)(=O)N(CCS(=O)(=O)[O-])C